C(C)O[Si](C1=C(C(=C(C(=C1F)F)[Si](OCC)(OCC)OCC)F)F)(OCC)OCC 1,4-bis(triethoxysilyl)tetrafluorobenzene